Tert-butyl-6-cyano-2-(2-(4-ethyl-3-(4-morpholin-4-yl-piperidin-1-yl)phenyl)propan-2-yl)-1H-indole-3-carboxylic acid hydrochloric acid salt Cl.C(C)(C)(C)N1C(=C(C2=CC=C(C=C12)C#N)C(=O)O)C(C)(C)C1=CC(=C(C=C1)CC)N1CCC(CC1)N1CCOCC1